FC1=C(C(=CC(=C1)N1CCC2(CC(OC2)CO)CC1)F)C1C(NC(CC1)=O)=O 3-(2,6-difluoro-4-(3-(hydroxymethyl)-2-oxa-8-azaspiro[4.5]decan-8-yl)phenyl)piperidine-2,6-dione